CN1CCN(CCC1)C1=NC=2N3C4=CC=CC=C4SC3=C(C(C2C=N1)=O)NC(CC1NCCC1)=O N-[4-(4-Methyl-1,4-diazepan-1-yl)-8-oxo-11-thia-1,3,5-triazatetracyclo[8.7.0.02,7.012,17]heptadeca-2(7),3,5,9,12,14,16-heptaen-9-yl]-2-(pyrrolidin-2-yl)acetamide